3-(1-(3-chlorophenyl)-5-(piperidine-1-carbonyl)-1H-benzo[d]imidazol-2-yl)propanamide (2-(2,6-dioxopiperidin-3-yl)-3-oxoisoindolin-5-yl)methyl-(3-isopropylphenyl)carbamate O=C1NC(CCC1N1CC2=CC=C(C=C2C1=O)CN(C(O)=O)C1=CC(=CC=C1)C(C)C)=O.ClC=1C=C(C=CC1)N1C(=NC2=C1C=CC(=C2)C(=O)N2CCCCC2)CCC(=O)N